sodium copper nickel iron [Fe].[Ni].[Cu].[Na]